2-(5-chloro-2-ethoxy-4'-methoxy-6-methyl-[1,1'-biphenyl]-3-yl)propionic acid ClC=1C=C(C(=C(C1C)C1=CC=C(C=C1)OC)OCC)C(C(=O)O)C